C1=CC=CC2=C1C(=CCCC2)C2=CC=C(O[C@@H]1CNCC1)C=C2 (S)-3-(4-(6,7-dihydro-5H-benzo[7]annulen-9-yl)phenoxy)pyrrolidine